4-CYCLOPROPOXY-6-FORMYLNICOTINIC ACID C1(CC1)OC1=CC(=NC=C1C(=O)O)C=O